CON(C(=O)C1=CC=C(O1)B(O)O)C 5-(METHOXY(METHYL)CARBAMOYL)FURAN-2-YLBORONIC ACID